(S)-5-((2S,4R)-2-(((S)-1-(4-ethynylphenyl)ethyl)carbamoyl)-4-hydroxypyrrolidin-1-yl)-3,3-dimethyl-5-oxo-4-((phenoxycarbonyl)amino)pentanoic acid C(#C)C1=CC=C(C=C1)[C@H](C)NC(=O)[C@H]1N(C[C@@H](C1)O)C([C@H](C(CC(=O)O)(C)C)NC(=O)OC1=CC=CC=C1)=O